OC1=C(C=C(C=C1)C=CC(CC(C=CC1=CC(=C(C=C1)O)OC)=O)=O)OC 1,7-bis(4-hydroxy-3-methoxyphenyl)hepta-1,6-diene-3,5-dione